((2-fluorobenzyl)oxy)-6-(4-fluorophenyl)isoindolin-1-one FC1=C(CON2C(C3=CC(=CC=C3C2)C2=CC=C(C=C2)F)=O)C=CC=C1